2-(4-Cyclopropyl-6-methoxypyrimidin-5-yl)-N-(4-(3-methoxycyclobutoxy)benzyl)furo[3,2-d]pyrimidin-4-amine C1(CC1)C1=NC=NC(=C1C=1N=C(C2=C(N1)C=CO2)NCC2=CC=C(C=C2)OC2CC(C2)OC)OC